C(CC(O)(C(=O)O)CC(=O)O)(=O)O.C(CC(O)(C(=O)O)CC(=O)O)(=O)O.C(C)OC(=O)N1CC2(CC(C2)N2CCC(CC2)C2=CC=NN2C)CC1 cis-2-[4-(1-methyl-1H-pyrazol-5-yl)piperidin-1-yl]-6-azaspiro[3.4]octane-6-carboxylic acid ethyl ester citrate (citrate)